ethyl 5-methyl-6-oxo-1,6-dihydronicotinate CC=1C(NC=C(C(=O)OCC)C1)=O